dodec-9-en-1-yl acetate C(C)(=O)OCCCCCCCCC=CCC